monotertiary butylhydroquinone C(C)(C)(C)C1=C(O)C=CC(=C1)O